dihydroxydimethylpropiophenone OC(C(C(=O)C1=CC=CC=C1)(C)C)O